(S)-N-(2-(2,4-difluorobenzyl)-2-fluorobutyl)-6-oxo-1,6-dihydropyrimidine-2-carboxamide FC1=C(C[C@](CNC(=O)C=2NC(C=CN2)=O)(CC)F)C=CC(=C1)F